2,6,7-trioxa-1-phosphabicyclo[2.2.2]octane P12OCC(CO1)CO2